CS(=O)(=O)NCCNC(=O)C1=CC=CC=2N(C(NC21)=O)[C@@H]2CC[C@@H](CC2)C(NC2=CC(=C(C=C2)C)OC)=O N-(2-methanesulfonamidoethyl)-2-oxo-1-[cis-4-[(3-methoxy-4-methylphenyl)carbamoyl]cyclohexyl]-2,3-dihydro-1H-1,3-benzodiazole-4-carboxamide